CN(CCN(CCO)CCO)CCO N-methyl-N,N',N'-tris(2-hydroxyethyl)-ethylenediamine